C1(CC1)CCC(C1=CC=NC=C1)(N[S@](=O)C(C)(C)C)C=1C=CC(=C(C1)NC(=O)[C@@H]1N(CC(C1)=O)C(=O)[O-])F (R)-2-(5-(3-cyclopropyl-1-((R)-1,1-dimethylethylsulfinamido)-1-(pyridin-4-yl) propyl)-2-fluorophenylcarbamoyl)-4-oxopyrrolidine-1-carboxylate